CCCCCCCCCCCCCCCCCCCCC(=O)O[C@H](COC(=O)CCCCCCCCCCCCCCCCCCC)COP(=O)(O)OC[C@H](CO)O 1-eicosanoyl-2-heneicosanoyl-glycero-3-phospho-(1'-sn-glycerol)